C(#N)C=1C=C(C=CC1)C1=CC(=CO1)C(=O)O 5-(3-cyanophenyl)furan-3-carboxylic acid